CC=1C(C=C(C(C1O)=O)C)=O 2,5-dimethyl-3-hydroxy-p-benzoquinone